O=C1C[C@@H](CN1)OC(=O)N1[C@@H](CN(CC1)C1=NC=2N(C=C1)N=CC2C=2C(=NC=CC2)OC2CC2)C [(3S)-5-oxopyrrolidin-3-yl]-(2R)-4-[3-[2-(cyclopropoxy)-3-pyridyl]pyrazolo[1,5-a]pyrimidin-5-yl]-2-methyl-piperazine-1-carboxylate